6-(3,5-difluoroanilino)-N-(2,2-dimethylcyclobutyl)-3-prop-2-ynyloxy-pyridine-2-carboxamide FC=1C=C(NC2=CC=C(C(=N2)C(=O)NC2C(CC2)(C)C)OCC#C)C=C(C1)F